bis(2,4-di-t-butylphenyl-pentaerythritol) diphosphate OP(O)(=O)OP(=O)(O)O.C(C)(C)(C)C1=C(C=CC(=C1)C(C)(C)C)C(O)C(CO)(CO)CO.C(C)(C)(C)C1=C(C=CC(=C1)C(C)(C)C)C(O)C(CO)(CO)CO